NC(CNC(=O)C1=NC(=CN=C1)C=1NC2=CC=C(C=C2C1C)CN)(C)C N-(2-amino-2-methylpropyl)-6-(5-(aminomethyl)-3-methyl-1H-indol-2-yl)pyrazine-2-carboxamide